(6-methyl-2-(trifluoromethyl)-5,6-dihydroimidazo[2,1-a]isoquinolin-8-yl)methanol CC1CN2C(C3=CC=C(C=C13)CO)=NC(=C2)C(F)(F)F